C(C)(C)(C)OC(=O)[C@H]1CCCC=2N1C(N(N2)CC=2C=NC(=CC2)C(F)(F)F)=O |r| tert-Butyl-(5RS)-3-oxo-2-{[6-(trifluoromethyl)pyridin-3-yl]methyl}-2,3,5,6,7,8-hexahydro-[1,2,4]triazolo[4,3-a]pyridine-5-carboxylate